sodium pyrrolidinecarboxylate salt N1(CCCC1)C(=O)[O-].[Na+]